5-fluoro-N-methyl-1H-pyrrolo[3,2-b]Pyridine-2-carboxamide FC1=CC=C2C(=N1)C=C(N2)C(=O)NC